N-((5-(5-(difluoromethyl)-1,3,4-oxadiazol-2-yl)pyridin-2-yl)methyl)-3-fluoro-N-(3-fluorophenyl)-1-methylazetidine-3-carboxamide FC(C1=NN=C(O1)C=1C=CC(=NC1)CN(C(=O)C1(CN(C1)C)F)C1=CC(=CC=C1)F)F